methyl 3-((3-bromo-4-fluorophenyl) (2-ethyl-6-methylphenyl) amino)-3-oxopropionate BrC=1C=C(C=CC1F)N(C(CC(=O)OC)=O)C1=C(C=CC=C1C)CC